BrC=1C=C2C3=C(N=CN=C3C1F)N1[C@H](CO2)CN([C@H](C1)C)C(=O)OC(C)(C)C tert-butyl (8aS,11S)-5-bromo-4-fluoro-11-methyl-8a,9,11,12-tetrahydropyrazino[2',1':3,4][1,4]oxazepino[5,6,7-de]quinazoline-10(8H)-carboxylate